1,3-diallylthiourea C(C=C)NC(=S)NCC=C